dihydropyridooxazepine O1NCC=CC2=C1C=CC=N2